O=C1CC[C@@H](N1)CC#N 2-[(2R)-5-oxopyrrolidin-2-yl]acetonitrile